2-(2-(4-Fluoro-2-methylphenoxy)-4-(trifluoromethyl)phenyl)-6-methoxy-1H-imidazo[4,5-c]pyridine FC1=CC(=C(OC2=C(C=CC(=C2)C(F)(F)F)C=2NC3=C(C=NC(=C3)OC)N2)C=C1)C